OC1CCN(CC1)C(=O)C12CC3(CC(CC(C1)C3)C2)NC(=O)C2=NC(=CC=C2)C 6-Methyl-pyridine-2-carboxylic acid [3-(4-hydroxy-piperidine-1-carbonyl)-adamantan-1-yl]-amide